[4-(4-Allyloxybutyl)phenyl]-(5-iodo-2-methyl-phenyl) methyl ketone CC(=O)C1=C(C(=CC(=C1)I)C1=CC=C(C=C1)CCCCOCC=C)C